2'-deoxyadenosine diphosphate P(O)(=O)(OP(=O)(O)O)OC[C@@H]1[C@H](C[C@@H](O1)N1C=NC=2C(N)=NC=NC12)O